ClC=1C=C(OCCC(C(=O)O)C)C=CC1C=1N(C2=NC=NC(=C2N1)OC1(CC1)C)CC1=C(C=CC(=C1)C)OC 4-(3-chloro-4-(9-(2-methoxy-5-methylbenzyl)-6-(1-methylcyclopropoxy)-9H-purin-8-yl)phenoxy)-2-methylbutanoic acid